(2-fluorophenyl)(phenyl)phosphine chloride [Cl-].FC1=C(C=CC=C1)PC1=CC=CC=C1